3-cyclopropyl-4-(3-methyl-4-(methylsulfonyl)phenyl)-5-(methylsulfinyl)-1H-indazole C1(CC1)C1=NNC2=CC=C(C(=C12)C1=CC(=C(C=C1)S(=O)(=O)C)C)S(=O)C